ClC1=C(C=C(N)C=C1)C#CC1(CC1)C 4-chloro-3-((1-methylcyclopropyl)ethynyl)aniline